C(C1=CC=CC=C1)N1C2=NC=NC(=C2N=C1C1=C(C=C(C=C1)O[C@@H]1CNCC1)Cl)OC1(CC1)C (S)-9-benzyl-8-(2-chloro-4-(pyrrolidin-3-yloxy)phenyl)-6-(1-methyl-cyclopropoxy)-9H-purine